2-(9H-carbazol-2-yl)-N1-(5-chloro-2-fluorobenzyl)-N4-(2-(4-methylpiperazin-1-yl)ethyl)succinamide C1=C(C=CC=2C3=CC=CC=C3NC12)C(C(=O)NCC1=C(C=CC(=C1)Cl)F)CC(=O)NCCN1CCN(CC1)C